COC=1C=CC(=NC1)CO 5-methoxypyridine-2-methanol